C(C)OC(=O)C1=NN(C2=CC=CC(=C2C1=O)C(C)=O)C1=CC2=C(OC(C(O2)(F)F)(F)F)C=C1.CC=1NC=C(C1C(C)=O)C=1C=NN(C1)C 1-(2-methyl-4-(1-methyl-1H-pyrazol-4-yl)-1H-pyrrol-3-yl)ethan-1-one ethyl-5-acetyl-4-oxo-1-(2,2,3,3-tetrafluoro-1,4-benzodioxin-6-yl)cinnoline-3-carboxylate